(3-Hydroxymethyl-pyrrolidin-1-yl)-[2-(4-methyl-[1,4]diazepan-1-yl)-1,7,11b-triaza-benzo[c]fluoren-6-yl]-methanone OCC1CN(CC1)C(=O)C1=CC2=C(N3C=4C=CC=CC4N=C13)N=C(C=C2)N2CCN(CCC2)C